C(C)(C)(C)OC(=O)N1N=C(C=C1C=1C=NN2C1N=C(C=C2C2=CC=NN2C)N2[C@@H](COCC2)C)C (R)-3-methyl-5-(7-(1-methyl-1H-pyrazol-5-yl)-5-(3-methylmorpholino)pyrazolo[1,5-a]pyrimidin-3-yl)-1H-pyrazole-1-carboxylic acid tert-butyl ester